1-methyl-4-[4-(5-methyl-1,3-benzoxazol-2-yl)piperidin-1-yl]-2-oxo-1,2-dihydroquinoline CN1C(C=C(C2=CC=CC=C12)N1CCC(CC1)C=1OC2=C(N1)C=C(C=C2)C)=O